N-[4-[[4-[2-(2-azidoethoxy)ethyl-methyl-amino]-6-methyl-pyrimidin-2-yl]amino]phenyl]-2-phenylacetamide N(=[N+]=[N-])CCOCCN(C1=NC(=NC(=C1)C)NC1=CC=C(C=C1)NC(CC1=CC=CC=C1)=O)C